(3,5-dimethylisoxazol-4-yl)-N1-((trans)-4-methoxycyclohexyl)benzene-1,2-diamine CC1=NOC(=C1C1=C(C(=CC=C1)N[C@@H]1CC[C@H](CC1)OC)N)C